6-chloro-N-(4-fluorophenylethyl)-2-(methylthio)-N-(4-morpholinophenyl)pyrimidin-4-amine ClC1=CC(=NC(=N1)SC)N(C1=CC=C(C=C1)N1CCOCC1)CCC1=CC=C(C=C1)F